(3aS,6aS)-octahydrocyclopenta[c]pyrrole-5-carboxylic acid C1NC[C@@H]2[C@@H]1CC(C2)C(=O)O